2-(3-acetyl-5-bromo-2-pyridyl)acetonitrile C(C)(=O)C=1C(=NC=C(C1)Br)CC#N